CN(C(C(=O)C1=CC=C(C=C1)N1CCOCC1)(CC)CC1=CC=C(C=C1)C)C 2-dimethylamino-2-(4-methylbenzyl)-1-(4-morpholine-4-yl-phenyl)-butane-1-one